[As]([O-])([O-])[O-].C(C)(=O)[Cu+].C(C)(=O)[Cu+].C(C)(=O)[Cu+] acetyl-Copper arsenite